NC1=NNC2=C1C(=NC(=C2)Cl)C2=CC=C(CNC(C1=C(C=CC(=C1)F)OC)=O)C=C2 N-(4-(3-amino-6-chloro-1H-pyrazolo[4,3-c]pyridin-4-yl)benzyl)-5-fluoro-2-methoxybenzamide